C(C)(C)(C)OC(=O)N(C(OC(C)(C)C)=O)C=1N=CC2=CC=CC(=C2C1)CNC1CC(C1)OC=1C=NC(=CC1)C(F)(F)F tert-butyl (tert-butoxycarbonyl)(5-((((1r,3r)-3-((6-(trifluoromethyl)pyridin-3-yl)oxy)cyclobutyl)amino)methyl)isoquinolin-3-yl)carbamate